2-[[4-[5-(trifluoromethyl)-1,2,4-oxadiazol-3-yl]phenyl]methyl]-N-(3,3,3-trifluoropropyl)-4-oxazolecarboxamide FC(C1=NC(=NO1)C1=CC=C(C=C1)CC=1OC=C(N1)C(=O)NCCC(F)(F)F)(F)F